N-((R or S)-(3-chloro-2,4-difluorophenyl)(6-(trifluoromethyl)pyridin-3-yl)methyl)-(S or R)-2-isopropyl-3-oxo-piperazine-1-carboxamide ClC=1C(=C(C=CC1F)[C@H](NC(=O)N1[C@H](C(NCC1)=O)C(C)C)C=1C=NC(=CC1)C(F)(F)F)F |o1:8,13|